[Na+].C(C)N(C1=CC(=CC=C1)C)CC(CS(=O)(=O)[O-])O N-ethyl-N-(2-hydroxysulfopropyl)-3-methylaniline, sodium salt